OC[C@@H]1[C@H]2CC[C@@H](CN1C(=O)OCC1=CC=CC=C1)N2C(=O)OC(C)(C)C 3-benzyl 8-(tert-butyl) (1R,2S,5S)-2-(hydroxymethyl)-3,8-diazabicyclo[3.2.1]octane-3,8-dicarboxylate